N2-acetyl-N5-(tert-butoxycarbonyl)-L-ornithyl-L-valyl-N5-carbamoyl-N-[4-(hydroxymethyl)phenyl]-L-ornithinamide C(C)(=O)N[C@@H](CCCNC(=O)OC(C)(C)C)C(=O)N[C@@H](C(C)C)C(=O)N[C@@H](CCCNC(N)=O)C(=O)NC1=CC=C(C=C1)CO